[SH2]=N.C(=C)C=1NC=CN1 vinyl-imidazole sulfimide salt